2-(4-chloro-1-(tetrahydrofuran-3-yl)-1H-pyrazol-5-yl)-4-(4-(1-ethyl-4-(trifluoromethyl)-1H-imidazol-2-yl)benzyl)-6,7-dihydropyrazolo[1,5-a]pyrimidin-5(4H)-one ClC=1C=NN(C1C1=NN2C(N(C(CC2)=O)CC2=CC=C(C=C2)C=2N(C=C(N2)C(F)(F)F)CC)=C1)C1COCC1